5-amino-6-methyl-1-((2-(trimethylsilyl)ethoxy)methyl)-1H-pyrrolo[3,2-b]pyridine-2-carboxylic acid NC1=C(C=C2C(=N1)C=C(N2COCC[Si](C)(C)C)C(=O)O)C